(5-(furan-2-yl)-1-(tetrahydro-2H-pyran-2-yl)-6-(trifluoromethyl)-1H-indazol-4-yl)boronic acid O1C(=CC=C1)C=1C(=C2C=NN(C2=CC1C(F)(F)F)C1OCCCC1)B(O)O